2-(2,2,2-trifluoroethyl)pyridine-4-carboxylic acid FC(CC1=NC=CC(=C1)C(=O)O)(F)F